isopropyl-glycine hydrochloride Cl.C(C)(C)NCC(=O)O